1-(4-(2-(4-fluorophenyl)-5-(methylsulfonyl)-4,5,6,7-tetrahydropyrazolo[1,5-a]pyrazin-3-yl)pyridin-2-yl)propan-2-ol FC1=CC=C(C=C1)C1=NN2C(CN(CC2)S(=O)(=O)C)=C1C1=CC(=NC=C1)CC(C)O